NC=1C=NC=C(N1)N1CCC2([C@@H]([C@@H](OC2)C)N)CC1 3-amino-5-((3S,4S)-4-amino-3-methyl-2-oxa-8-azaspiro[4.5]decan-8-yl)pyrazin